(3R,4S)-1-(6-chloro-3-fluoropyrazolo[1,5-a]pyrazin-4-yl)-3-isopropyl-4-methyl-2-oxopyrrolidine-3-carbonitrile ClC=1N=C(C=2N(C1)N=CC2F)N2C([C@]([C@@H](C2)C)(C#N)C(C)C)=O